4-(N,N-bis(tert-butoxycarbonyl)amino)-2-chloroquinoline C(C)(C)(C)OC(=O)N(C(=O)OC(C)(C)C)C1=CC(=NC2=CC=CC=C12)Cl